C(C)(C)(C)OC(=O)N1CCN(CC1)C1=C(C=C(C=C1)NCCCCCCSC1=CC=NC2=CC(=CC=C12)C(F)(F)F)C(C)C 4-(2-Isopropyl-4-((6-((7-(trifluoromethyl)quinolin-4-yl)thio)hexyl)amino)phenyl)piperazine-1-carboxylic acid tert-butyl ester